methyl 4'-[(dimethylamino) methyl]-4-methyl-spiro[1,3-benzodioxole-2,1'-cyclohexane]-5-carboxylate CN(C)CC1CCC2(CC1)OC1=C(O2)C=CC(=C1C)C(=O)OC